(9H-pyrido[3,4-b]indol-3-yl)methanol C1=NC(=CC2=C1NC1=CC=CC=C21)CO